C(C)N1CC=2N(CC1)N=C(C2)NC2=CC(=CN(C2=O)C)C2=C(C(=NC=C2)N2C(C=1C=C3CCCCN3C1CC2)=O)CO 2-[4-[5-[(5-ethyl-6,7-dihydro-4H-pyrazolo[1,5-a]pyrazin-2-yl)amino]-1-methyl-6-oxo-3-pyridyl]-3-(hydroxymethyl)-2-pyridyl]-3,4,6,7,8,9-hexahydropyrido[3,4-b]indolizin-1-one